methyl 3-((4-bromobenzyl)oxy)isoxazole-5-carboxylate BrC1=CC=C(COC2=NOC(=C2)C(=O)OC)C=C1